BrC1=C(C=C2C=NC(=NC2=C1)NC=1C=NN(C1C)C1CC1)Cl 7-bromo-6-chloro-N-(1-cyclopropyl-5-methyl-1H-pyrazol-4-yl)quinazolin-2-amine